C(C)(SCC1=NC2=CC(=CC(=C2C(N1)=O)F)NC1CCCC1)=O S-((7-(cyclopentylamino)-5-fluoro-4-oxo-3,4-dihydroquinazolin-2-yl) methyl) ethanethioate